3-(4-(4-Bromophenyl)thiazol-2-yl)-2-cyclobutyl-7-fluoroquinazolin-4(3H)-one BrC1=CC=C(C=C1)C=1N=C(SC1)N1C(=NC2=CC(=CC=C2C1=O)F)C1CCC1